NCC1(CCN(CC1)C=1C(N(C(=CN1)SC1=C(C(=CC=C1)Cl)Cl)C)=O)C 3-(4-(aminomethyl)-4-methylpiperidin-1-yl)-6-((2,3-dichlorophenyl)thio)-1-methylpyrazin-2(1H)-one